CS(=O)(=O)C[C@@H]1[C@H](N(C1)C=1N=CC(=C2C=C(N=CC12)NC1=NC(=NC=C1)N1C[C@@H]([C@H](CC1)OC)O)C(C)C)C (3S,4S)-1-[4-({8-[(2R,3S)-3-(methanesulfonyl-methyl)-2-methylazetidin-1-yl]-5-(propan-2-yl)-2,7-naphthyridin-3-yl}amino)pyrimidin-2-yl]-4-methoxy-piperidin-3-ol